tert-butyl ((1S,2R)-2-aminocyclopentyl)carbamate N[C@H]1[C@H](CCC1)NC(OC(C)(C)C)=O